N-(2-benzylthieno[3,2-c]pyridin-4-yl)-2-fluoro-N-[(3R)-3-piperidyl]-4-(triazolo[4,5-b]pyridin-3-yl)benzamide C(C1=CC=CC=C1)C1=CC=2C(=NC=CC2S1)N(C(C1=C(C=C(C=C1)N1N=NC=2C1=NC=CC2)F)=O)[C@H]2CNCCC2